O=C1N(C=CC=C1)CCC(=O)O 2-oxo-1(2h)-pyridinepropanoic acid